C(C)[C@@H]1CN(CC=2C=CC(=NC12)N1CCNCC1)C=1C=2N(C(=CC1)C#N)N=CC2F (R)-4-(8-Ethyl-2-(piperazin-1-yl)-7,8-dihydro-1,6-naphthyridin-6(5H)-yl)-3-fluoropyrazolo[1,5-a]pyridine-7-carbonitrile